quinolinyl-(3,4,5-trimethoxyphenyl)methanone N1=C(C=CC2=CC=CC=C12)C(=O)C1=CC(=C(C(=C1)OC)OC)OC